(Aminomethyl)dimethoxymethylsilan NC[SiH2]C(OC)OC